2-ethoxy-4-formylphenyl (E)-3-(4-methoxyphenyl)acrylate COC1=CC=C(C=C1)/C=C/C(=O)OC1=C(C=C(C=C1)C=O)OCC